C(C)SC1=NC(=CC(=C1C(=O)NCC1=CC(=C(C=C1)C(F)(F)F)F)C)N1CCOCC1 2-Ethylsulfanyl-N-[[3-fluoro-4-(trifluoromethyl)-phenyl]methyl]-4-methyl-6-morpholin-4-yl-pyridine-3-carboxylic acid amide